CC1CCCN(C1)C(C#N)C#N 2-(5-methylpiperidin-1-yl)malononitrile